(1-(3-(azetidin-3-yl)-1-(4-(trifluoromethoxy)phenyl)-1H-pyrazolo[3,4-b]pyridin-4-yl)azetidine-3,3-diyl)dimethanol N1CC(C1)C1=NN(C2=NC=CC(=C21)N2CC(C2)(CO)CO)C2=CC=C(C=C2)OC(F)(F)F